tri(3-trimethoxysilyl-propyl)isocyanuric acid CO[Si](CCCN1C(N(C(N(C1=O)CCC[Si](OC)(OC)OC)=O)CCC[Si](OC)(OC)OC)=O)(OC)OC